2-(2,6-dioxopiperidin-3-yl)-4-(((1-(tetrahydro-2H-pyran-4-yl)-1H-pyrazol-4-yl)methyl)amino)isoindoline-1,3-dione O=C1NC(CCC1N1C(C2=CC=CC(=C2C1=O)NCC=1C=NN(C1)C1CCOCC1)=O)=O